4-hydroxy-7-methyl-3-(N-ethyl-N-methylaminoethyl)indole OC1=C2C(=CNC2=C(C=C1)C)CCN(C)CC